FC(C(C(C(F)(F)F)(F)F)(F)F)(S(=O)(=O)[O-])F.C(CCC)OC1=C(C=CC2=CC=CC=C12)C1CC[SH+]C1 4-(1-butoxynaphthyl)tetrahydrothiophenium perfluorobutanesulfonate